S1C=2N(N=C1)C=CN2 imidazo[2,1-b][1,3,4]thiadiazol